(9H-Fluoren-9-yl)methyl 2-(4-(((2-(ethoxycarbonyl)-1H-pyrrol-3-yl)amino)methyl)pyridin-3-yl)-4-(trifluoromethyl)piperidine-1-carboxylate C(C)OC(=O)C=1NC=CC1NCC1=C(C=NC=C1)C1N(CCC(C1)C(F)(F)F)C(=O)OCC1C2=CC=CC=C2C=2C=CC=CC12